C1(=CC=CC=C1)N1N=C2C(N=C(N=C2N[C@H](C)C=2C=NC3=CC=CC=C3C2)N2CCN(CC2)C(C)=O)=C1 1-{4-[2-phenyl-7-((R)-1-quinolin-3-yl-ethylamino)-2H-pyrazolo[4,3-d]pyrimidin-5-yl]-piperazin-1-yl}-ethanone